2-(2,6-dioxopiperidin-3-yl)-5-(2-((1'-(5-methoxy-2-(1-methyl-1H-pyrazol-4-yl)-4-nitrophenyl)-[1,4'-bipiperidin]-4-yl)methyl)-2,9-diazaspiro[5.5]undecan-9-yl)isoindoline-1,3-dione O=C1NC(CCC1N1C(C2=CC=C(C=C2C1=O)N1CCC2(CCCN(C2)CC2CCN(CC2)C2CCN(CC2)C2=C(C=C(C(=C2)OC)[N+](=O)[O-])C=2C=NN(C2)C)CC1)=O)=O